BrC=1C=C(NC2(CCC(CC2)C(=O)OC)C#N)C=CC1 methyl (1r,4r)-4-(3-bromoanilino)-4-cyano-cyclohexanecarboxylate